CC1(CC=C(CC1)CCC1OCC(O1)CCC(=O)C1=CC=CC=C1)C 3-(2-(2-(4,4-dimethyl-cyclohex-1-en-1-yl)ethyl)-1,3-dioxolan-4-yl)-1-phenylpropan-1-one